3-methoxy-5-[2-(4-methoxyphenyl)-vinyl]-phenol COC=1C=C(C=C(C1)C=CC1=CC=C(C=C1)OC)O